6-(7-((2-methyl-6-(trifluoromethyl)pyridin-3-yl)sulfonyl)-7-azaspiro[3.5]non-2-yl)-2-oxa-6-azaspiro[3.3]heptane CC1=NC(=CC=C1S(=O)(=O)N1CCC2(CC(C2)N2CC3(COC3)C2)CC1)C(F)(F)F